O1C(=NC2=C1C=CC=C2)C=2C(=C(C(=C(C2C2=CC=C(C=C2)N2C1=CC=CC=C1C=1C=C(C=CC21)C)C2=CC=C(C=C2)N2C1=CC=CC=C1C=1C=C(C=CC21)C)C2=CC=C(C=C2)N2C1=CC=CC=C1C=1C=C(C=CC21)C2=CC=CC=C2)C#N)C2=CC=C(C=C2)N2C1=CC=CC=C1C=1C=C(C=CC21)C 5'-(benzo[d]oxazol-2-yl)-4-(3-methyl-9H-carbazol-9-yl)-4',6'-bis(4-(3-methyl-9H-carbazol-9-yl)phenyl)-4''-(3-phenyl-9H-carbazol-9-yl)-[1,1':2',1''-terphenyl]-3'-carbonitrile